FC1=CC=C(C=C1)C(C)C=1C=NC(=NC1)N1CCN(CC1)C=1C=NN2C1C=CC(=C2)C=2C=NN(C2)C 3-(4-(5-(1-(4-fluorophenyl)ethyl)pyrimidin-2-yl)piperazin-1-yl)-6-(1-methyl-1H-pyrazol-4-yl)pyrazolo[1,5-a]pyridine